Cl.Cl.N(=NC(C(=O)N)(C)C)C(C(=O)N)(C)C 2,2'-azobis(2-methylpropionamide) dihydrochloride